ClC=1C=C(C(=C(C1)C1=NC=NN2C1=CC(=C2)CN2C(C1C(C1C2=O)(C)C)=O)CC2CNCC(O2)(C)C)C 3-((4-(5-chloro-2-((6,6-dimethylmorpholin-2-yl)methyl)-3-methylphenyl)pyrrolo[2,1-f][1,2,4]triazin-6-yl)methyl)-6,6-dimethyl-3-azabicyclo[3.1.0]hexane-2,4-dione